N-(3-fluoro-4-(4-(propyl-(morpholinoethyl)amino)piperidine-1-yl)phenyl)-4-(1-isopropyl-1H-pyrazole-4-yl)-5-methylpyrimidine-2-amine FC=1C=C(C=CC1N1CCC(CC1)N(CCN1CCOCC1)CCC)NC1=NC=C(C(=N1)C=1C=NN(C1)C(C)C)C